C(C)(C)(C)N1C[C@@H](NCC1)C (S)-1-(tert-butyl)-3-methylpiperazine